NC=1C=NN(C1)C1=C(C#N)C=CC=C1 2-(4-amino-1H-pyrazol-1-yl)benzonitrile